N-acetyl-morpholine methyl-6-(2-chloro-4-methylphenyl)-2-(phenylamino)-1H-benzo[d]imidazole-4-carboxylate COC(=O)C1=CC(=CC=2NC(=NC21)NC2=CC=CC=C2)C2=C(C=C(C=C2)C)Cl.C(C)(=O)N2CCOCC2